ClC1=CNC=2N=C(NC(C21)([2H])N2CC1C(CC2)CCN1)NC=1C=NN(C1)CC 5-chloro-N-(1-ethyl-1H-pyrazol-4-yl)-4-(octahydro-6H-pyrrolo[2,3-c]pyridin-6-yl)-7H-pyrrolo[2,3-d]pyrimidin-2-amine-4-d